N1CCCNCCCCNCCCNCCCC1 1,5,10,14-tetraazacyclooctadecane